tert-Butyl 2-(3-methyl-1,2,4-oxadiazol-5-yl)-6-azaspiro[3.4]octane-6-carboxylate CC1=NOC(=N1)C1CC2(C1)CN(CC2)C(=O)OC(C)(C)C